1-(3-fluoro-4-(5-(trifluoromethyl)-1,2,4-oxadiazol-3-yl)phenyl)-2-(2-methoxyethoxy)ethan-1-one FC=1C=C(C=CC1C1=NOC(=N1)C(F)(F)F)C(COCCOC)=O